N(=C=O)C1=CC(=C(C=C1)N=C=O)N=C=O 1,3,4-triisocyanatobenzene